1-methyl-N-(5-chloro-2-(2-methoxyethoxy)phenyl)-1H-pyrazole-3-carboxamide CN1N=C(C=C1)C(=O)NC1=C(C=CC(=C1)Cl)OCCOC